1,6-Dimethyl-1H-pyridin-2-one CN1C(C=CC=C1C)=O